C(CCCCCCCCC(=O)O)(=O)O.C(CCCCCCCCC(=O)O)(=O)O.C(CCCCCCCCC(=O)O)(=O)O.C(O)C(CC)(CO)CO trimethylolpropane trissebacate